BrC=1C=C(C=CC1Cl)CO (3-bromo-4-chlorophenyl)methanol